CC1=CC=C(C(=O)[O-])C=C1 r-p-methylbenzoate